bromo-4-chloro-3-fluoro-7-methoxyquinoline BrC1=NC2=CC(=CC=C2C(=C1F)Cl)OC